NC(C)N=NC1=CC(=C(C=C1)Cl)F (1-aminoethyl)(4-chloro-3-fluorophenyl)diazene